2-(3,5-Dichloro-4-((1-(3,5-dimethylphenyl)-6-oxo-1,6-dihydropyridin-3-yl)oxy)phenyl)-3,5-dioxo-2,3,4,5-tetrahydro-1,2,4-triazine-6-carbonitrile ClC=1C=C(C=C(C1OC1=CN(C(C=C1)=O)C1=CC(=CC(=C1)C)C)Cl)N1N=C(C(NC1=O)=O)C#N